(R)-3-(8-((1r,4R)-4-(4-(2-(3-amino-6-(3-fluoro-2-hydroxyphenyl)pyridazin-4-yl)pyridin-4-yl)piperidin-1-yl)cyclohexyl)-2,3-dihydro-4H-benzo[b][1,4]oxazin-4-yl)piperidine-2,6-dione NC=1N=NC(=CC1C1=NC=CC(=C1)C1CCN(CC1)C1CCC(CC1)C1=CC=CC2=C1OCCN2[C@H]2C(NC(CC2)=O)=O)C2=C(C(=CC=C2)F)O